(E)-N,1-dimethyl-4-(1-methyl-4-(4-(2-(quinolin-3-yl)vinyl)benzoylamino)-1H-pyrrole-2-carboxamido)-1H-pyrrole-2-carboxamide CNC(=O)C=1N(C=C(C1)NC(=O)C=1N(C=C(C1)NC(C1=CC=C(C=C1)\C=C\C=1C=NC2=CC=CC=C2C1)=O)C)C